CC1=CC=C2C=NC(=NC2=C1)N[C@H]1CN(CCC1)C(=O)C1=CC=C(C=C1)NC(C=C)=O (R)-N-(4-(3-((7-methylquinazolin-2-yl)amino)piperidine-1-carbonyl)phenyl)acrylamide